C(C)[Si](O[Si](C)(C)C)(O[Si](C)(C)C)C 3-ethyl-1,1,1,3,5,5,5-heptamethyltrisiloxane